FC(C(=O)O)(F)F.CN1CC(CCC1)NC(C)=O N-(1-METHYLPIPERIDIN-3-YL)ACETAMIDE 2,2,2-TRIFLUOROACETATE